NC=1C=CC(=C(C1)S(=O)(=O)[O-])CO.[Na+] sodium 5-amino-2-(hydroxymethyl)benzenesulfonate